N1=C(C=NC=C1)CC(=O)N1CCC2(C(C2)CNC(=O)C2=CC=3C(=CN=CC3)O2)CC1 N-[[6-(2-pyrazin-2-ylacetyl)-6-azaspiro[2.5]octan-2-yl]methyl]furo[2,3-c]pyridine-2-carboxamide